2-([1,1'-biphenyl]-4-yl)-4-(3'-chloro-[1,1'-biphenyl]-3-yl)-6-phenyl-1,3,5-triazine C1(=CC=C(C=C1)C1=NC(=NC(=N1)C=1C=C(C=CC1)C1=CC(=CC=C1)Cl)C1=CC=CC=C1)C1=CC=CC=C1